fmoc-5,6-dichloro-L-tryptophan C(=O)(OCC1C2=CC=CC=C2C2=CC=CC=C12)N[C@@H](CC1=CNC2=CC(=C(C=C12)Cl)Cl)C(=O)O